COC1=CC=C(C=C1)CNC(=O)C1CN(C(C1)=O)C1=CC=C(C=C1)C N-[(4-methoxyphenyl)methyl]-1-(4-methylphenyl)-5-oxopyrrolidine-3-carboxamid